tert-butyl 3-[8-[2-(hydroxymethyl)thieno[3,2-b]pyridin-7-yl]-6-methyl-3,4-dihydro-2H-quinolin-1-yl]azetidine-1-carboxylate OCC1=CC2=NC=CC(=C2S1)C=1C=C(C=C2CCCN(C12)C1CN(C1)C(=O)OC(C)(C)C)C